C1(CC1)CN1CCC2(CCCN(C2)C2=C(C(=CC=C2\C=C(\C2=NC(=CN=C2)C2=CN=NC=C2)/F)OC2=C(C=C(C=C2)F)F)C(F)(F)F)CC1 (Z)-9-(cyclopropylmethyl)-2-(3-(2,4-difluorophenoxy)-6-(2-fluoro-2-(6-(pyridazin-4-yl)pyrazin-2-yl)vinyl)-2-(trifluoromethyl)phenyl)-2,9-diazaspiro[5.5]undecane